BrC=1C=C(C2=CN(N=C2C1C)C(C(=O)OCC)C1=C2N(C=N1)C1(CC1)CC2)C(F)F ethyl 2-[6-bromo-4-(difluoromethyl)-7-methyl-indazol-2-yl]-2-spiro[6,7-dihydropyrrolo[1,2-c]imidazol-5,1'-cyclopropan]-1-yl-acetate